1-(5-((5-chloro-4-(3-cyclohexylpyrrolidin-1-yl)pyrimidin-2-yl)amino)pyridin-3-yl)pyrrolidin-2-one ClC=1C(=NC(=NC1)NC=1C=C(C=NC1)N1C(CCC1)=O)N1CC(CC1)C1CCCCC1